CC=1N=C2N(C=C(C=C2C)C2=NC=3C=CN(C(C3C=C2)=O)C2CCNCC2)C1 2-(2,8-dimethylimidazo[1,2-a]pyridin-6-yl)-6-(piperidin-4-yl)-1,6-naphthyridin-5(6H)-one